6-(4-methyl-piperazine-1-sulfonyl)-imidazo[1,2-a]pyridine CN1CCN(CC1)S(=O)(=O)C=1C=CC=2N(C1)C=CN2